benzyl (3R,4S)-3-[(tert-butoxycarbonyl)amino]-4-fluoropiperidine-1-carboxylate C(C)(C)(C)OC(=O)N[C@@H]1CN(CC[C@@H]1F)C(=O)OCC1=CC=CC=C1